[2H]C(C(C1=CNC2=CC=C(C=C12)OC)([2H])[2H])(N(C)C)[2H] 1,1,2,2-tetradeuterio-2-(5-methoxy-1H-indol-3-yl)-N,N-dimethylethanamine